tert-butyl ((cis)-1-(5-((5-((4-(acetamidomethyl)piperidin-1-yl)methyl)-3',5'-dichloro-[1,1'-biphenyl]-3-yl)oxy)pyridin-2-yl)-3-fluoropiperidin-4-yl)carbamate C(C)(=O)NCC1CCN(CC1)CC=1C=C(C=C(C1)C1=CC(=CC(=C1)Cl)Cl)OC=1C=CC(=NC1)N1C[C@H]([C@H](CC1)NC(OC(C)(C)C)=O)F